methyl N-[4-(benzyloxy)butanoyl]-2-fluorophenylalaninate C(C1=CC=CC=C1)OCCCC(=O)N[C@@H](CC1=C(C=CC=C1)F)C(=O)OC